di-hexadecyl-malonamic acid C(CCCCCCCCCCCCCCC)C(C(=O)O)(C(=O)N)CCCCCCCCCCCCCCCC